tert-butyl (R)-(1-(3-cyano-2,5-difluorophenyl)ethyl)carbamate C(#N)C=1C(=C(C=C(C1)F)[C@@H](C)NC(OC(C)(C)C)=O)F